(S)-tert-butyl 5-(2-(4-(5-chloro-2-(1H-tetrazol-1-yl) phenyl)-2,3-dioxopiperazin-1-yl)-3-(4-(piperidine-1-carboxamido) phenyl) propionamido)-1H-indole-1,2-dicarboxylate ClC=1C=CC(=C(C1)N1C(C(N(CC1)[C@H](C(=O)NC=1C=C2C=C(N(C2=CC1)C(=O)OC(C)(C)C)C(=O)[O-])CC1=CC=C(C=C1)NC(=O)N1CCCCC1)=O)=O)N1N=NN=C1